7-bromoquinolin-2(1H)-one BrC1=CC=C2C=CC(NC2=C1)=O